5-(2-chloro-4-fluorobenzyl)-4-(4-fluorobenzyl)-2-methyl-2,4-dihydro-3H-1,2,4-triazol-3-one ClC1=C(CC=2N(C(N(N2)C)=O)CC2=CC=C(C=C2)F)C=CC(=C1)F